butyl 2-methyl 4-(7-chloro-2H-benzo[b][1,4]oxazin-4(3H)-yl)-2-methylpyrrolidine-1,2-dicarboxylate ClC=1C=CC2=C(OCCN2C2CC(N(C2)C(=O)OCCCC)(C(=O)OC)C)C1